N1(N=NC2=C1C=CC=C2)C(C(=O)NC2=C(C=CC=C2F)C(C2=CC=CC=C2)=O)NC(OCC2=CC=CC=C2)=O Benzyl (1-(1H-benzo[d][1,2,3]triazol-1-yl)-2-((2-benzoyl-6-fluorophenyl)amino)-2-oxoethyl)carbamate